BrC1=C2C(=NC(=C1)Cl)SC(=N2)NC(C2=CC=CC=C2)=O N-(7-bromo-5-chloro(1,3-thiazolo[5,4-b]pyridin-2-yl))benzamide